2-(6-amino-5-((3-aminobicyclo[1.1.1]pentan-1-yl)amino)pyridazin-3-yl)phenol NC1=C(C=C(N=N1)C1=C(C=CC=C1)O)NC12CC(C1)(C2)N